4-(2-(hexahydro-6H-[1,4]dioxino[2,3-c]pyrrol-6-yl)ethoxy)benzamide O1CCOC2C1CN(C2)CCOC2=CC=C(C(=O)N)C=C2